BrCC1(CC1)CO[Si](C)(C)C(C)(C)C ((1-(Bromomethyl)cyclopropyl)methoxy)(tert-butyl)dimethylsilane